FC1(CCOCC1)[C@H]1COC2=CC=CC=C2[C@@H]1N[S@](=O)C(C)(C)C (R)-N-[(3R,4R)-3-(4-fluorotetrahydropyran-4-yl)chroman-4-yl]-2-methyl-propane-2-sulfinamide